bis-(4-aminocyclohexyl)-adipic acid NC1CCC(CC1)C(C(=O)O)(CCCC(=O)O)C1CCC(CC1)N